2-(1-(Cyclopropylmethyl)-7-(2-ethyl-6-methylpyridin-3-yl)-2-(1,2,5,6-tetrahydropyridin-3-yl)-1H-indol-5-yl)(4-(4-fluoro-2-methoxyphenyl)piperazin-1-yl)methanone C1(CC1)CN1C(=CC2=CC(=CC(=C12)C=1C(=NC(=CC1)C)CC)C1N(CCN(C1)C1=C(C=C(C=C1)F)OC)C=O)C=1CNCCC1